1-((4-amino-7-(1H-pyrazol-5-yl)pyrrolo[1,2-a]quinoxalin-2-yl)methyl)azetidin-3-ol NC=1C=2N(C3=CC=C(C=C3N1)C1=CC=NN1)C=C(C2)CN2CC(C2)O